4-(3-Chloro-5-fluorophenoxy)-6-methyl-1-tosyl-1,6-dihydro-7H-pyrrolo[2,3-c]pyridin-7-one ClC=1C=C(OC=2C3=C(C(N(C2)C)=O)N(C=C3)S(=O)(=O)C3=CC=C(C)C=C3)C=C(C1)F